COC(C1=C(C=C(C(=C1)OC)[N+](=O)[O-])C(F)(F)F)=O 5-methoxy-4-nitro-2-(trifluoromethyl)benzoic acid methyl ester